L-α-aspartylglycyl-N6-[(benzyloxy)carbonyl]-L-lysinate N[C@@H](CC(O)=O)C(=O)NCC(=O)OC([C@@H](N)CCCCNC(=O)OCC1=CC=CC=C1)=O